2-(8-chloro-4-methyl-quinazolin-2-yl)-6-methoxy-3,4-dihydroisoquinolin-1-one ClC=1C=CC=C2C(=NC(=NC12)N1C(C2=CC=C(C=C2CC1)OC)=O)C